N#CCl cyanic acid chloride